ClC=1C=C(C=C(C1)NS(=O)(=O)C)NC(=O)C1=CN(C(=C1)C1=NC=C(C=C1OCC1=CC(=CC(=C1)F)C#N)F)C N-(3-chloro-5-(methylsulfonamido)phenyl)-5-(3-((3-cyano-5-fluorobenzyl)oxy)-5-fluoropyridin-2-yl)-1-methyl-1H-pyrrole-3-carboxamide